C(C1=CC=CC=C1)OC(=O)NC1=CC(=NN1C(C)(C)C)C1C=C(CC1)C1=NNC(=C1)C(=O)OC methyl 3-(3-(5-(((benzyloxy)carbonyl)amino)-1-(tert-butyl)-1H-pyrazol-3-yl)cyclopent-1-en-1-yl)-1H-pyrazole-5-carboxylate